CC1(COC1)NS(=O)(=O)C=1C=CC=2N(C1)C(=NC2)C=2SC(=NN2)C(F)(F)F N-(3-methyloxetane-3-yl)-3-(5-(trifluoromethyl)-1,3,4-thiadiazol-2-yl)imidazo[1,5-a]pyridine-6-sulfonamide